ClC1=CC(=C(S1)C1=CC=C(C(=N1)C)O[C@@H]1C[C@H](CCC1)C(=O)O)CNC1=NC=CC(=N1)OCC(F)F (1S,3S)-3-((6-(5-chloro-3-(((4-(2,2-difluoroethoxy)pyrimidin-2-yl)amino)methyl)thiophen-2-yl)-2-methylpyridin-3-yl)oxy)cyclohexane-1-carboxylic acid